5-((1-(1-(Bicyclo[1.1.1]pentan-1-yl)-1H-pyrazol-4-yl)-5-methyl-1H-indazol-6-yl)oxy)-5,6,7,8-tetrahydronaphthalene-2-carbonitrile C12(CC(C1)C2)N2N=CC(=C2)N2N=CC1=CC(=C(C=C21)OC2C=1C=CC(=CC1CCC2)C#N)C